ClC=1C2=C(N=CN1)CN(C2)C#N 4-chloro-5,7-dihydro-6H-pyrrolo[3,4-d]Pyrimidine-6-carbonitrile